N-[4-chloro-3,3-dideuterio-7-(4-isopropylphenyl)-2H-benzofuran-5-yl]-1,1-diphenyl-methanimine ClC1=C(C=C(C2=C1C(CO2)([2H])[2H])C2=CC=C(C=C2)C(C)C)N=C(C2=CC=CC=C2)C2=CC=CC=C2